1-N'-[2-carbamoyl-6-[(6,7-dimethoxy-1,5-naphthyridin-4-yl)oxy]pyridin-3-yl]-1-N-(4-fluorophenyl)cyclopropane-1,1-dicarboxamide C(N)(=O)C1=NC(=CC=C1NC(=O)C1(CC1)C(=O)NC1=CC=C(C=C1)F)OC1=CC=NC2=CC(=C(N=C12)OC)OC